3-chloro-9-(2,4-difluorophenyl)-2-methyl-7-((2R,4R,6S)-2-methyl-6-(1-methyl-1H-pyrazol-4-yl)tetrahydro-2H-pyran-4-yl)-4H-pyrazino[1,2-a]pyrimidin-4-one ClC1=C(N=C2N(C1=O)C=C(N=C2C2=C(C=C(C=C2)F)F)[C@@H]2C[C@H](O[C@@H](C2)C=2C=NN(C2)C)C)C